C(C)OP(=O)(OCC)CC1(CC=C(C=C1)C1=CC=CC=C1)CP(=O)(OCC)OCC 4,4-bis(diethylphosphonomethyl)-biphenyl